C1=CC=CC=2C3=CC=CC=C3C(C12)N([C@@H](CC(=O)O)CCC1=CC=CC=C1)C(=O)OC (3R)-3-(9H-Fluoren-9-yl-methoxycarbonylamino)-5-phenylpentanoic acid